FC(C(C(C(C(C(C(C(C(C(O)(F)F)(F)F)(F)F)(F)F)(F)F)(F)F)(F)F)(F)F)(F)F)(CCO)F eicosafluoro-1,12-dodecanediol